(3R)-1-(4-{[4-(2,3-dimethylpyrrolidin-1-yl)-5-(trifluoromethyl)pyrimidin-2-yl]amino}phenyl)piperidin-3-ol CC1N(CCC1C)C1=NC(=NC=C1C(F)(F)F)NC1=CC=C(C=C1)N1C[C@@H](CCC1)O